C(=O)(OC(C)(C)C)N[C@@H](CCC(=O)O)C(=O)O boc-glutamic acid